1,2,5,6-tetrachloronaphthalene ClC1=C(C=CC2=C(C(=CC=C12)Cl)Cl)Cl